(2s,3aR,5r,6aS)-N2-(5-chloro-4-(5-cyano-2,2-dimethyl-2,3-dihydro-1H-pyrrolizin-7-yl)pyridin-2-yl)-N5-methyloctahydropentalene-2,5-dicarboxamide ClC=1C(=CC(=NC1)NC(=O)C1C[C@@H]2CC(C[C@@H]2C1)C(=O)NC)C=1C=C(N2CC(CC12)(C)C)C#N